tert-butyl (S)-2-(((N,N-dimethylsulfamoyl)amino)methyl)azetidine-1-carboxylate CN(S(=O)(=O)NC[C@H]1N(CC1)C(=O)OC(C)(C)C)C